ClC=1N=C(C2=C(N1)C(=C(N=C2)Cl)F)N2[C@@H]1[C@H]([C@@H]1C=CCC2)F 2,7-Dichloro-8-fluoro-4-((1S,7R,8S)-8-fluoro-2-azabicyclo[5.1.0]oct-5-en-2-yl)pyrido[4,3-d]pyrimidine